2-(1-acrylamido-3-pyrrolidinyl)-7-(3,5-dimethoxyphenylethynyl)-5H-pyrrolo[2,3-b]pyrazine C(C=C)(=O)NN1CC(CC1)C=1N=C2C(=NC1)NC=C2C#CC2=CC(=CC(=C2)OC)OC